7-[(4S)-7-fluorochroman-4-yl]pyrazolo[1,5-a]pyrimidine-3,7-dicarboxamide FC1=CC=C2[C@H](CCOC2=C1)C1(C=CN=C2N1NC=C2C(=O)N)C(=O)N